N1(C=NC=C1)CCCNC(=O)C1=CC2=C(N3C(S2)=NC(=C3)C3=CC=C(C=C3)C(NC)=O)C=C1 N-(3-(1H-imidazol-1-yl)propyl)-2-(4-(methylcarbamoyl)phenyl)benzo[d]imidazo[2,1-b]thiazole-7-carboxamide